tert-butyl (R)-4-(2-((2-(tert-butoxy)-2-oxoethyl)sulfonyl)propan-2-yl)-2,2-dimethyloxazolidine-3-carboxylate C(C)(C)(C)OC(CS(=O)(=O)C(C)(C)[C@@H]1N(C(OC1)(C)C)C(=O)OC(C)(C)C)=O